CS(=O)(=O)[O-].C(CCC)N1C=[NH+]C=C1 1-butylimidazolium methanesulfonate